C(#N)C=1C(=C(C(=C2C=C(C=NC12)C)C)F)C1=C(C=NN1C)C1=CC=C2C(NN=C(C2=C1)CNC(OC(C)(C)C)=O)=O tert-butyl ((7-(5-(8-cyano-6-fluoro-3,5-dimethylquinolin-7-yl)-1-methyl-1H-pyrazol-4-yl)-4-oxo-3,4-dihydrophthalazin-1-yl)methyl)carbamate